[N-](S(=O)(=O)C(F)(F)F)S(=O)(=O)C(F)(F)F.C(C)[N+](CCC)(C)CC N,N-Diethyl-N-methyl-N-propylammonium bis(trifluoromethanesulfonyl)imide